2-((3S,5R)-5-(2,3-dichloro-6-hydroxyphenyl)pyrrolidin-3-yl)-N-(1-hydroxy-2-methylpropan-2-yl)acetamide ClC1=C(C(=CC=C1Cl)O)[C@H]1C[C@H](CN1)CC(=O)NC(CO)(C)C